3-[4-(tert-Butylsulfonimidoyl)anilino]-5-(methylamino)-6-(3-methylimidazo[4,5-c]pyridin-7-yl)pyrazin-2-carboxamid C(C)(C)(C)S(=O)(=N)C1=CC=C(NC=2C(=NC(=C(N2)NC)C=2C3=C(C=NC2)N(C=N3)C)C(=O)N)C=C1